butyl 3-(5-(5-((-)-1-(4-cyanophenyl)-3-cyclopropyl-1-((R)-1,1-dimethylethylsulfinamido)propyl)-2-fluorophenylcarbamoyl)-3-(trifluoromethyl)-1H-pyrazol-1-yl)benzylcarbamate C(#N)C1=CC=C(C=C1)C(CCC1CC1)(N[S@](=O)C(C)(C)C)C=1C=CC(=C(C1)NC(=O)C1=CC(=NN1C=1C=C(CNC(OCCCC)=O)C=CC1)C(F)(F)F)F